2,3,4-Triiodobenzaldehyde IC1=C(C=O)C=CC(=C1I)I